C[C@@H]1CN(CCC1)CC1=CC(=C2CN(C(C2=C1)=O)C1=CC(=CC(=N1)NC(OC(C)(C)C)=O)C1(CC(C1)C)C1=NN=CN1C)SC tert-butyl N-[6-(6-{[(3S)-3-methylpiperidin-1-yl]methyl}-4-(methylsulfanyl)-1-oxo-3H-isoindol-2-yl)-4-[(1r,3s)-3-methyl-1-(4-methyl-1,2,4-triazol-3-yl)cyclobutyl]pyridin-2-yl]carbamate